(±)-N-[3-(4-Bromophenyl)tetrahydrofuran-3-yl]-4,5-dichloro-1-methyl-indole-2-carboxamide BrC1=CC=C(C=C1)[C@]1(COCC1)NC(=O)C=1N(C2=CC=C(C(=C2C1)Cl)Cl)C |r|